5-piperazin-1-yl-2-[4-(trifluoromethoxy)phenyl]pyrazole-3-carbonitrile N1(CCNCC1)C=1C=C(N(N1)C1=CC=C(C=C1)OC(F)(F)F)C#N